O1CCN(CC1)C=1N=C(C2=C(N1)N(CC2)C=2C=NC=CC2)COC2CN(CC2)C(=O)OC(C)(C)C tert-butyl 3-((2-morpholino-7-(pyridin-3-yl)-6,7-dihydro-5H-pyrrolo[2,3-d]pyrimidin-4-yl)methoxy)pyrrolidine-1-carboxylate